3-Ethyl-benzaldehyde C(C)C=1C=C(C=O)C=CC1